1,3-bis(4-aminophenyl)-4,5-diphenylimidazoline-2-one NC1=CC=C(C=C1)N1C(N(C(C1C1=CC=CC=C1)C1=CC=CC=C1)C1=CC=C(C=C1)N)=O